3-(2-isopropylphenyl)-1-((4-(1-methyl-4-(trifluoromethyl)-1H-imidazol-2-yl)benzyl)amino)-6,7-dihydro-5H-cyclopenta[c]pyridine-4-carbonitrile C(C)(C)C1=C(C=CC=C1)C1=C(C2=C(C(=N1)NCC1=CC=C(C=C1)C=1N(C=C(N1)C(F)(F)F)C)CCC2)C#N